COC([C@H](C[C@H]1C(NC2(CC2)C1)=O)NC(=O)[C@@H]1[C@H]2C([C@H]2CN1C(=O)OC(C)(C)C)(C)C)=O tert-butyl (1R,2S,5S)-2-[[(1S)-2-methoxy-2-oxo-1-[[(6R)-5-oxo-4-azaspiro[2.4]heptan-6-yl]methyl]ethyl]carbamoyl]-6,6-dimethyl-3-azabicyclo[3.1.0]hexane-3-carboxylate